N-{4-[(3S)-3-aminopiperidin-1-yl]-7-hydroxy-6,7-dihydro-5H-cyclopenta[b]pyridin-3-yl}-2-(2,6-difluorophenyl)-1,3-thiazole-4-carboxamide N[C@@H]1CN(CCC1)C1=C2C(=NC=C1NC(=O)C=1N=C(SC1)C1=C(C=CC=C1F)F)C(CC2)O